C1(=CC=CC=C1)C=1SC(CC1C=1N(C2=CC=CC=C2C1)C)C1=CC=CC=C1 2-(2,5-Diphenyl-4,5-dihydrothiophen-3-yl)-1-methyl-1H-indole